2-amino-1-cyclohexyl-1,3-propanediol NC(C(O)C1CCCCC1)CO